4-(3-bromo-5-fluoro-4-methoxybenzyl)isoxazole BrC=1C=C(CC=2C=NOC2)C=C(C1OC)F